(E)-3-(4-bromophenyl)-1-(p-tolyl)prop-2-en-1-one BrC1=CC=C(C=C1)/C=C/C(=O)C1=CC=C(C=C1)C